5-chloro-8-((4-fluoro-1-(furan-2-yl)-1H-indol-6-yl)sulfonyl)-3-hydroxyquinazoline-2,4(1H,3H)-dione ClC1=C2C(N(C(NC2=C(C=C1)S(=O)(=O)C1=CC(=C2C=CN(C2=C1)C=1OC=CC1)F)=O)O)=O